C(C1=CC=CC=C1)C12CNCCC1=NN(C2=O)C(F)F 3a-Benzyl-2-(difluoromethyl)-4H,5H,6H,7H-pyrazolo[4,3-c]pyridin-3-one